ClC1=CC=2OC=3C=CC=C4OC=5C=C(C=CC5B(C34)C2C=C1)Cl 3,11-dichloro-5,9-dioxa-13b-boranaphtho[3,2,1-de]anthracene